3-(6-Bromo-3-cyanopyrazolo[1,5-a]pyridin-4-yl)-3,6-diazabicyclo[3.1.1]heptane-6-carboxylic acid BrC=1C=C(C=2N(C1)N=CC2C#N)N2CC1N(C(C2)C1)C(=O)O